C(C)OC(CN1N=NC(=C1)CN(C(=O)C1=CC=CC2=CC=CC=C12)C1=C(C2=C(S1)CCCC2)C#N)=O ethyl-2-(4-((N-(3-cyano-4,5,6,7-tetrahydrobenzo[b]thiophen-2-yl)-1-naphthamido) methyl)-1H-1,2,3-triazol-1-yl)acetate